(S)-N-(4-cyclobutyl-5-(4-fluorophenyl)-1-(2,2,2-trifluoroethyl)-1H-pyrazol-3-yl)-2-(1-(trifluoromethyl)cyclopropyl)propanamide C1(CCC1)C=1C(=NN(C1C1=CC=C(C=C1)F)CC(F)(F)F)NC([C@@H](C)C1(CC1)C(F)(F)F)=O